O=C1NC2=CC(=CC=C2C=C1C(=O)Cl)C1=CC=C(C=C1)C(F)(F)F 2-oxo-7-[4-(trifluoromethyl)phenyl]-1H-quinoline-3-carbonyl chloride